C(C)(C)(C)OC(=O)N1C[C@@H](CC1)NCCCC1=CC=CC=C1 (R)-3-(Phenylpropylamino)pyrrolidine-1-carboxylic acid tert-butyl ester